NC1=CC(=C(CC2=C(C(=C(C=C2)O)C(C)C)F)C(=C1)Cl)Cl 4-(4-amino-2,6-dichlorobenzyl)-3-fluoro-2-isopropylphenol